2-((8-bromo-7-(3-cyanophenyl)-2-(hydroxy(phenyl)methyl)-[1,2,4]triazolo[1,5-c]pyrimidin-5-yl)amino)nicotinonitrile BrC=1C=2N(C(=NC1C1=CC(=CC=C1)C#N)NC1=C(C#N)C=CC=N1)N=C(N2)C(C2=CC=CC=C2)O